NCCC=1SC(=C(N1)C(=O)NCC1=NC=CC=C1Cl)Cl 2-(2-aminoethyl)-5-chloro-N-[(3-chloropyridin-2-yl)methyl]-1,3-thiazole-4-carboxamide